COC=1C=C(CN2C=CC3=CC(=CC(=C23)C(=O)NCC2=CC=C(C(=O)O)C=C2)C2=CC=CC=C2)C=CC1 4-((1-(3-Methoxybenzyl)-5-phenyl-1H-indol-7-amido)methyl)benzoic acid